[4-[(E)-[(1,1-dioxo-1,2-benzothiazol-3-yl)-isobutyl-hydrazono]methyl]-2-ethoxy-phenyl]boronic acid O=S1(N=C(C2=C1C=CC=C2)N(\N=C\C2=CC(=C(C=C2)B(O)O)OCC)CC(C)C)=O